CN1N=C2C3=C(CCC2=C1C(=O)NC1=CC(=NC=C1)C(F)(F)F)C=CC=C3 2-methyl-N-(2-(trifluoromethyl)pyridin-4-yl)-4,5-dihydro-2H-benzo[g]indazole-3-carboxamide